C1(=CC=CC=C1)OC1=CC=C(C[C@H](N)C(=O)O)C=C1 O-Phenyl-Tyrosine